1-(1-hydroxy-2-methylpropyl)-1H-pyrazole-4-carboxylic acid methyl ester COC(=O)C=1C=NN(C1)C(C(C)C)O